NC=1C2=C(N=CN1)N(C=C2C2=CC=C(C=1N2C=CN1)NC(=O)NC1=CC(=NO1)C)C1CC1 1-(5-(4-amino-7-cyclopropyl-7H-pyrrolo[2,3-d]pyrimidin-5-yl)imidazo[1,2-a]pyridin-8-yl)-3-(3-methylisoxazol-5-yl)-urea